C(C)O[C@H](C(F)(F)F)C1=C(C=C(C=C1)[C@@H](CC(=O)O)COC)NC1=NC=C(C=N1)F (R)-3-(4-((S)-1-ethoxy-2,2,2-trifluoroethyl)-3-((5-fluoropyrimidin-2-yl)amino)phenyl)-4-methoxybutanoic acid